ClC1=CC(=C(C=C1)C1=NN2C(CN(CC2)C(C=C)=O)=C1C1=CC=NC=C1)F 1-[2-(4-chloro-2-fluorophenyl)-3-(pyridin-4-yl)-6,7-dihydropyrazolo[1,5-a]pyrazin-5(4H)-yl]prop-2-en-1-one